8-amino-7-(7-fluoro-1H-indazol-4-yl)-5-propan-2-yloxy-10H-pyrido[2,3-f]quinoxalin-9-one NC1=C(C2=C(C=3N=CC=NC3C(=C2)OC(C)C)NC1=O)C1=C2C=NNC2=C(C=C1)F